F[P-](F)(F)(F)(F)F.N1(N=NC2=C1C=CC=C2)OP(N(C)C)(N(C)C)N(C)C benzotriazole-1-oxy-tris(dimethylamino)-phosphine hexafluorophosphate